O[C@@]1(C(N(CC1)C)=O)C1=CC(=NO1)C=1C=C(C=CC1)N1N=C(C(=C1)C)C(=O)OCC ethyl (R)-1-(3-(5-(3-hydroxy-1-methyl-2-oxopyrrolidin-3-yl)isoxazol-3-yl)phenyl)-4-methyl-1H-pyrazole-3-carboxylate